5-keto-D-glucose C(C(=O)[C@H]([C@@H]([C@H](C=O)O)O)O)O